(+)-n-pentanoic acid C(CCCC)(=O)O